methyl 2-methyl-2-pentenoate CC(C(=O)OC)=CCC